tert-butyl (4-((2,3-dihydro-1H-inden-5-yl)amino)-1-methylcyclohexyl)carbamate C1CCC2=CC(=CC=C12)NC1CCC(CC1)(C)NC(OC(C)(C)C)=O